Cl.COC1CCN(CC1)C1=C(C=C2C(=N1)N=C(O2)N2CCNCC2)C(=O)NC2=NC(=CC=C2)C=2C=NN(C2)C 5-(4-Methoxypiperidin-1-yl)-N-(6-(1-methyl-1H-pyrazol-4-yl)pyridin-2-yl)-2-(piperazin-1-yl)oxazolo[4,5-b]pyridine-6-carboxamide Hydrochloride